2-amino-1-(3-((4-fluorophenyl)amino)-2-(4-methoxyphenyl)-8,8-dimethyl-5,6-dihydroimidazo[1,2-a]pyrazin-7(8H)-yl)ethan-1-one NCC(=O)N1C(C=2N(CC1)C(=C(N2)C2=CC=C(C=C2)OC)NC2=CC=C(C=C2)F)(C)C